(S)-(2-fluorophenyl)(phenyl)methanol Ethyl-(R)-4-((1-(2-cyanoacetyl)piperidin-3-yl)amino)-1H-pyrrolo[2,3-b]pyridine-5-carboxylate C(C)N1C=CC=2C1=NC=C(C2N[C@H]2CN(CCC2)C(CC#N)=O)C(=O)O[C@@H](C2=CC=CC=C2)C2=C(C=CC=C2)F